4-(4-Methoxy-4-(trifluoromethyl)piperidin-1-yl)benzene COC1(CCN(CC1)C1=CC=CC=C1)C(F)(F)F